FC=1C=C(C(=C(C1)C1=CC(=NC=C1)OC)N=C=O)C(C)C 4-(5-fluoro-2-isocyanato-3-isopropylphenyl)-2-methoxypyridine